(4-((5-fluoro-2-methoxybenzoylamino)methyl)phenyl)-4-(pyrimidin-4-yl)-1H-pyrazolo[4,3-c]Pyridine-7-carboxamide FC=1C=CC(=C(C(=O)NCC2=CC=C(C=C2)N2N=CC=3C(=NC=C(C32)C(=O)N)C3=NC=NC=C3)C1)OC